COCCNC(=O)C1=CC=C(O1)CCC(=O)O 3-{5-[(2-methoxyethyl)carbamoyl]furan-2-yl}propanoic acid